BrCCC(C1CC1)C1CC1 (3-bromo-1-cyclopropyl-propyl)cyclopropane